FC(S(=O)(=O)[O-])(F)F.C1(CCC1)C(OC(C(=O)OC1CC2CCC(C1)[N+]21CCCC1)(C1=CC=CC=C1)C1=CC=CC=C1)SCC1CCC1 3-(2-(Cyclobutyl((cyclobutylmethyl)thio)methoxy)-2,2-diphenylacetoxy)spiro[bicyclo[3.2.1]octane-8,1'-pyrrolidin]-8-ium trifluoromethanesulfonate